FC=1C=C2C(=CNC2=CC1)CCNC(C)=O N-[2-(5-Fluoro-1H-indol-3-yl)ethyl]acetamide